C1=CC(=NN=C1)C(=O)N PYRIDAZINECARBOXAMIDE